ClC=1C(=CC2=C(N(C[C@H](N(S2(=O)=O)C)C2CCCCC2)C2=CC=CC=C2)C1)C=1C=CC(=C(C(=O)O)C1)O (R)-5-(7-chloro-3-cyclohexyl-2-methyl-1,1-dioxido-5-phenyl-2,3,4,5-tetrahydrobenzo[f][1,2,5]thiadiazepin-8-yl)-2-hydroxybenzoic acid